(2S,4r)-1-[(2S)-2-(4-cyclopropyl-triazol-1-yl)-3,3-dimethyl-butyryl]-N-[2-[[2-(4-fluorophenyl)acetyl]amino]ethyl]-4-hydroxy-pyrrolidine-2-carboxamide C1(CC1)C=1N=NN(C1)[C@H](C(=O)N1[C@@H](C[C@H](C1)O)C(=O)NCCNC(CC1=CC=C(C=C1)F)=O)C(C)(C)C